C(C)(=O)OC(C(=O)O)C1=CC(=CC=C1)CC 2-acetoxy-2-(3-ethylphenyl)acetic acid